C(#N)C=1C(=NN(C1NCC1=CC=C(C=C1)OC)[C@@H]1CN(CC1)C(=O)OC(C)(C)C)C#CC1=CC2=C(N(C=N2)C2CC2)C=C1F tert-butyl (3S)-3-{4-cyano-3-[2-(1-cyclopropyl-6-fluoro-1,3-benzodiazol-5-yl)ethynyl]-5-{[(4-methoxyphenyl)methyl]amino}pyrazol-1-yl}pyrrolidine-1-carboxylate